C(C(=C)C)(=O)OCCCCO Tetramethylene Glycol Monomethacrylate